ruthenium (ethylbenzene) C(C)C1=CC=CC=C1.[Ru]